ClC=1C=C(C=CC1C1C(NC(CC1)=O)=O)N1CC(C1)NC(=O)NC1=CC(=CC(=C1)C)C 1-(1-(3-chloro-4-(2,6-dioxopiperidin-3-yl)phenyl)azetidin-3-yl)-3-(3,5-dimethylphenyl)urea